2-cyano-3-(4-(trifluoromethyl)phenyl)acrylic acid C(#N)C(C(=O)O)=CC1=CC=C(C=C1)C(F)(F)F